5-norbornene-2,3-dicarboxylic acid monopropyl ester C(CC)OC(=O)C1C2C=CC(C1C(=O)O)C2